ClC1=C(C(=O)N2COC3=C(C2)C=CC=C3C3=CC(=C(C(=O)O)C=C3F)N3C2COCC3CC2)C(=CC(=C1)N1CC(N(CC1)C)C(F)(F)F)Cl 4-[3-[2,6-Dichloro-4-[4-methyl-3-(trifluoromethyl)piperazin-1-yl]benzoyl]-2,4-dihydro-1,3-benzoxazin-8-yl]-5-fluoro-2-(3-oxa-8-azabicyclo[3.2.1]octan-8-yl)benzoic acid